2,2-thiazol-1,3-diol C=1(NC(=CC1)O)O